2-(2H-benzothiazol-2-yl)-4,6-di-tert-pentylphenol S1C(NC2=C1C=CC=C2)C2=C(C(=CC(=C2)C(C)(C)CC)C(C)(C)CC)O